1h-cyclopropa[e]azulen-4-OL C1C2=C3C=CC=C3C(=CC=C21)O